tert.-butoxycarbonyl-L-lysine C(C)(C)(C)OC(=O)N[C@@H](CCCCN)C(=O)O